tert-butyl (16S,19S)-15-oxo-20-oxa-9,14,17,27-tetrazapentacyclo[19.3.1.16,9.116,19.02,7]heptacosa-1(25),2,4,6(27),7,21,23-heptaene-17-carboxylate O=C1NCCCCN2C=C3C(C=CC=C3C=3C=CC=C(O[C@@H]4CN([C@H]1C4)C(=O)OC(C)(C)C)C3)=N2